FC1=NC(=C(C(=C1F)F)F)F 2,3,4,5,6-Pentafluoropyridine